2-(4-amino-8-fluoro-6-(trifluoromethyl)-9H-pyrimido[4,5-b]indol-9-yl)acetic acid NC1=NC=NC=2N(C3=C(C=C(C=C3C21)C(F)(F)F)F)CC(=O)O